Anti-phenol C1(=CC=CC=C1)O